N1C(=NC2=C1C=CC=C2)C2=C1N=CC(=NC1=CC(=C2)C)OC(F)F 5-(1H-benzo[d]imidazol-2-yl)-2-(difluoromethoxy)-7-methylquinoxaline